3-methyl-1-phenyl-2-pyrazolin-5-one hemi-naphthalenedisulfonate C=1(C(=CC=C2C=CC=CC12)S(=O)(=O)O)S(=O)(=O)O.CC1=NN(C(C1)=O)C1=CC=CC=C1.CC1=NN(C(C1)=O)C1=CC=CC=C1